7-amino-2-methyl-2-phenyl-[1,3]dioxolo[4,5-g]quinoline NC=1C=NC=2C=C3C(=CC2C1)OC(O3)(C3=CC=CC=C3)C